2-hydroxy-N-(4-(4-(6-methyl-2-morpholinopyrimidin-4-yl)-1H-1,2,3-triazol-1-yl)-3-(6-azaspiro[2.5]oct-6-yl)phenyl)ethanesulfonamide OCCS(=O)(=O)NC1=CC(=C(C=C1)N1N=NC(=C1)C1=NC(=NC(=C1)C)N1CCOCC1)N1CCC2(CC2)CC1